BrC1=C(C=CC(=N1)NC(C1=CC=C(C=C1)C(F)(F)F)=O)C N-(6-bromo-5-methyl-2-pyridyl)-4-(trifluoromethyl)benzamide